4-cyanobenzyl phosphate P(=O)(OCC1=CC=C(C=C1)C#N)([O-])[O-]